C1(=CC=CC=C1)C1(CCC(CC1)P([O-])([O-])[O-])C1=CC=CC=C1 diphenyl-cyclohexylphosphite